tert-butyl(1-(4-phenoxyphenyl)cyclopropyl)carbamate C(C)(C)(C)OC(NC1(CC1)C1=CC=C(C=C1)OC1=CC=CC=C1)=O